C12N(CC(NC1)CC2)C=2C1=C(N=C(N2)OC[C@]23CCCN3C[C@](C2)([2H])F)C(N(C=C1)C1=CC(=CC2=CC=C(C(=C12)CC)F)O)=O 4-(2,5-diazabicyclo[2.2.2]octan-2-yl)-7-(8-ethyl-7-fluoro-3-hydroxynaphthalen-1-yl)-2-(((2R,7aS)-2-fluorotetrahydro-1H-pyrrolizin-7a(5H)-yl-2-d)methoxy)pyrido[3,4-d]pyrimidin-8(7H)-one